tert-butyl [(19S)-19-chlorocarbonyloxy-10,19-diethyl-14,18-dioxo-17-oxa-3,13-diazapentacyclo[11.8.0.02,11.04,9.015,20]henicosa-1(21),2,4(9),5,7,10,15(20)-heptaen-7-yl] carbonate C(OC(C)(C)C)(OC=1C=CC=2N=C3C4=CC=5[C@](C(OCC5C(N4CC3=C(C2C1)CC)=O)=O)(CC)OC(=O)Cl)=O